4-isopropylpyridazino[4,5-b]indol-1(2H)-one C(C)(C)C1=NNC(C2=C1NC=1C=CC=CC21)=O